2-(2-furyl)-3-(5-nitro-2-furyl)acrylamide O1C(=CC=C1)C(C(=O)N)=CC=1OC(=CC1)[N+](=O)[O-]